1,3,6,8-tetra(4-formylphenyl)-pyrene C(=O)C1=CC=C(C=C1)C1=CC(=C2C=CC3=C(C=C(C4=CC=C1C2=C34)C3=CC=C(C=C3)C=O)C3=CC=C(C=C3)C=O)C3=CC=C(C=C3)C=O